(R)-N-(1-(2,2-difluorocyclopropyl)-1H-pyrazolo[3,4-b]pyridin-6-yl)-2-(4-(difluoromethylene)piperidin-1-yl)-4-iodobenzamide FC1([C@@H](C1)N1N=CC=2C1=NC(=CC2)NC(C2=C(C=C(C=C2)I)N2CCC(CC2)=C(F)F)=O)F